N-[1-(cyclopropanecarbonyl)piperidin-4-yl]-4-(furo[3,2-c]pyridin-4-yl)benzamide tert-butyl-5-(6-bromo-2-pyridyl)-3,6-dihydro-2H-pyridine-1-carboxylate C(C)(C)(C)OC(=O)N1CCC=C(C1)C1=NC(=CC=C1)Br.C1(CC1)C(=O)N1CCC(CC1)NC(C1=CC=C(C=C1)C1=NC=CC2=C1C=CO2)=O